C1(=CC=CC=C1)C1=NC(=NC(=N1)C1=CC=CC=C1)C1=C(C=C(C=C1)OCC)O 2,4-diphenyl-6-(2-hydroxy-4-ethoxyphenyl)-s-triazine